1-(5-methoxy-2,2-dimethyl-2H-chromen-6-yl)-3-(2-(thiazol-4-yl)-1H-benzo[d]imidazol-5-yl)urea COC1=C2C=CC(OC2=CC=C1NC(=O)NC1=CC2=C(NC(=N2)C=2N=CSC2)C=C1)(C)C